(S)-2-Amino-3-hydroxy-N-(2',3',4'-trihydroxy-[1,1'-biphenyl]-2-yl)propanamide N[C@H](C(=O)NC1=C(C=CC=C1)C1=C(C(=C(C=C1)O)O)O)CO